ethyl 2-(4-chloro-2-fluorophenyl)-6-(2-(1-cyclopropyl-1H-pyrazol-4-yl)morpholino)isonicotinate ClC1=CC(=C(C=C1)C=1C=C(C(=O)OCC)C=C(N1)N1CC(OCC1)C=1C=NN(C1)C1CC1)F